(R)-6-cyclopropyl-N-(2-fluoro-3-hydroxy-3-methylbutyl)-4-(isopropylamino)pyrrolo[1,2-b]pyridazine-3-carboxamide C1(CC1)C=1C=C2N(N=CC(=C2NC(C)C)C(=O)NC[C@H](C(C)(C)O)F)C1